4,5-dichloro-pyridazin-3-ol ClC1=C(N=NC=C1Cl)O